CN(CCN(C1=C(C=C(C(=C1)OC)NC1=NC=NC(=N1)NC1=C(C=CC=C1)C1(COC1)O)NC(C=C)=O)C)C N-(2-((2-(dimethylamino)ethyl)(methyl)amino)-5-(4-(2-(3-hydroxyoxetan-3-yl)phenylamino)-1,3,5-triazin-2-ylamino)-4-methoxyphenyl)acrylamide